γ-thionobutyrolactone C1(CCCO1)=S